ClC=1C=CC(=C(C1)N1N=C(C=2C=NC(=CC21)C=2C=NN1C2N=CC=C1)CN1CC(C1)NC(OC(C)(C)C)=O)OC(F)F tert-Butyl (1-((1-(5-chloro-2-(difluoromethoxy)phenyl)-6-(pyrazolo[1,5-a]pyrimidin-3-yl)-1H-pyrazolo[4,3-c]pyridin-3-yl)methyl)azetidin-3-yl)carbamate